tert-butyl [2-(4-bromophenyl)ethyl]methylcarbamate BrC1=CC=C(C=C1)CCN(C(OC(C)(C)C)=O)C